(R or S)-N-(5-fluoro-6-(4-(3-methylmorpholin-3-yl)-1H-imidazol-1-yl)pyridin-3-yl)-2-(6-(trifluoromethyl)pyridin-2-yl)acetamide FC=1C=C(C=NC1N1C=NC(=C1)[C@]1(NCCOC1)C)NC(CC1=NC(=CC=C1)C(F)(F)F)=O |o1:12|